6-((2,3-dichlorophenyl)thio)pyrazin-2(1H)-one ClC1=C(C=CC=C1Cl)SC1=CN=CC(N1)=O